2-(4-((1,1,1,3,3,3-hexafluoro-2-(trifluoromethyl)propan-2-yl)oxy)phenyl)-2,5,5-trimethylpyrrolidine FC(C(C(F)(F)F)(C(F)(F)F)OC1=CC=C(C=C1)C1(NC(CC1)(C)C)C)(F)F